BrC1=C2C(=NC(=C1)Cl)C(=NN2)N2C(C1=CC=CC=C1C2=O)=O 2-(7-bromo-5-chloro-1H-pyrazolo[4,3-b]pyridin-3-yl)isoindoline-1,3-dione